2-[3-ethylsulfonyl-7-(trifluoromethyl)imidazo[1,2-a]pyridin-2-yl]-3-methyl-6-(trifluoromethyl)imidazo[1,2-a]pyridin-8-carbonitrile C(C)S(=O)(=O)C1=C(N=C2N1C=CC(=C2)C(F)(F)F)C=2N=C1N(C=C(C=C1C#N)C(F)(F)F)C2C